(methyl)(phenyl)-λ6-sulfanone C[SH2](=O)C1=CC=CC=C1